6-amino-5-hydroxypicolinate NC1=C(C=CC(=N1)C(=O)[O-])O